N-(tert-Butoxycarbonyl)-O-isobutyl-L-serine C(C)(C)(C)OC(=O)N[C@@H](COCC(C)C)C(=O)O